3-[3-(difluoromethyl)-4-(1H-pyrrolo[2,3-b]pyridin-4-yloxy)phenyl]-1-[5-(trifluoromethyl)-3-pyridinyl]-2,4-imidazolidinedione FC(C=1C=C(C=CC1OC1=C2C(=NC=C1)NC=C2)N2C(N(CC2=O)C=2C=NC=C(C2)C(F)(F)F)=O)F